ClC=1C=C2C(=C3C4(NC(NC13)=O)CCCCC4)OC(=C2)C(=O)NCC=2N(C(=C(N2)C)C)C 5'-chloro-7'-oxo-N-[(trimethyl-1H-imidazol-2-yl)methyl]-7',8'-dihydro-6'H-spiro[cyclohexane-1,9'-furo[2,3-f]quinazoline]-2'-carboxamide